(S)-1-(2-((S)-3-((4-Chloronaphthalen-1-yl)oxy)pyrrolidin-1-yl)acetyl)pyrrolidin-2-carbonitril ClC1=CC=C(C2=CC=CC=C12)O[C@@H]1CN(CC1)CC(=O)N1[C@@H](CCC1)C#N